FC1CCN(CC1)CCCC1CNC2=CC=CC=C12 3-(3-(4-fluoropiperidin-1-yl)propyl)indoline